C(C)OC1=C(C2=CC=CC=C2C=C1)C=O ethoxy-1-naphthaldehyde